C1(CCCC1)C1=CN(C=2N=CNC(C21)=O)S(=O)(=O)C2=CC=CC=C2 5-cyclopentyl-7-(phenylsulfonyl)-3,7-dihydro-4H-pyrrolo[2,3-d]pyrimidin-4-one